thiocarbamoyl-4-cyclopropyl-2-methylbenzoic acid methyl ester COC(C1=C(C(=C(C=C1)C1CC1)C(N)=S)C)=O